COC=1C=C(C=CC1)C=1C=C(SC1)[C@H](CC(=O)OCC)N[S@](=O)C1=CC=C(C=C1)C ethyl (S)-3-(4-(3-methoxyphenyl)thiophen-2-yl)-3-((R)-4-methylphenylsulfinamido)propanoate